tri-tert-butyl (3S,10S,14S)-1-[(1r,4S)-4-(aminomethyl)cyclohexyl]-1,4,12-trioxo-3-[(quinolin-3-yl)methyl]-2,5,11,13-tetraazahexadecane-10,14,16-tricarboxylate NCC1CCC(CC1)C(N[C@H](C(NCCCC[C@H](NC(N[C@@H](CCC(=O)OC(C)(C)C)C(=O)OC(C)(C)C)=O)C(=O)OC(C)(C)C)=O)CC=1C=NC2=CC=CC=C2C1)=O